N-(4-chlorophenyl)-4-[3-(4-chlorophenyl)-1-(2-methoxyethyl)ureido]-3-methylbenzamide ClC1=CC=C(C=C1)NC(C1=CC(=C(C=C1)N(C(=O)NC1=CC=C(C=C1)Cl)CCOC)C)=O